(2R,6S)-2,6-Diaminoheptanedioic acid N[C@@H](C(=O)O)CCC[C@@H](C(=O)O)N